11-[3'-(2,8-diphenyldibenzothiophen-4-yl)biphenyl-3-yl]phenanthro[9',10':4,5]furo[2,3-b]pyrazine C1(=CC=CC=C1)C1=CC2=C(SC3=C2C=C(C=C3)C3=CC=CC=C3)C(=C1)C=1C=C(C=CC1)C1=CC(=CC=C1)C1=CN=C3C(=N1)OC=1C3=C3C=CC=CC3=C3C=CC=CC31